(R)-tert-butyl(2-((2-(N,N-bis(4-methoxybenzyl)sulfamoyl)-4-iodo-3-(2-(4-methoxy benzyl)-2H-tetrazol-5-yl)phenyl)sulfonyl)-3-hydroxypropyl)carbamate C(C)(C)(C)OC(NC[C@H](CO)S(=O)(=O)C1=C(C(=C(C=C1)I)C=1N=NN(N1)CC1=CC=C(C=C1)OC)S(N(CC1=CC=C(C=C1)OC)CC1=CC=C(C=C1)OC)(=O)=O)=O